(2-((1,1,1-trifluoro-2-methylpropan-2-yl)oxy)ethylidene)propane-2-sulfinamide FC(C(C)(C)OCC=CC(C)S(=O)N)(F)F